N-ALLYL-2-ISOCYANO-N-METHYL-ACETAMIDE C(C=C)N(C(C[N+]#[C-])=O)C